C1(C#CCCCCC1)OCC(=O)NCCOCCC(C(=O)N)CNC(C(F)(F)F)=O 2-(2-(2-(cyclooct-2-yn-1-yloxy)acetamido)ethoxy)ethyl-3-(2,2,2-trifluoroacetamido)propanamide